6-(imidazo[1,2-a]pyridine-3-carbonyl)-N-(3-(((2-methoxyethyl)(methyl)-amino)methyl)-5-(trifluoro-methyl)phenyl)-4,5,6,7-tetrahydrothieno[2,3-c]-pyridine-3-carboxamide N=1C=C(N2C1C=CC=C2)C(=O)N2CC1=C(CC2)C(=CS1)C(=O)NC1=CC(=CC(=C1)C(F)(F)F)CN(C)CCOC